ethyl (S)-3-(benzyl((R)-1-phenylethyl)amino)-3-(5-(trifluoromethoxy)biphenyl-3-yl)propanoate C(C1=CC=CC=C1)N([C@@H](CC(=O)OCC)C=1C=C(C=C(C1)OC(F)(F)F)C1=CC=CC=C1)[C@H](C)C1=CC=CC=C1